Hydroxybutyl-acrylat OCCCCOC(C=C)=O